FC(CC=1C2=C(SC1C=O)C=CC=C2)(F)F (2,2,2-trifluoroethyl)benzo[b]thiophene-2-carbaldehyde